1-((3,3-difluorocyclobutyl)methyl)-3-(1,1-difluoroethoxy)-4-methyl-1H-pyrazole FC1(CC(C1)CN1N=C(C(=C1)C)OC(C)(F)F)F